BrC=1N=C(N(N1)C)NC=1C=C2C(CNC(C2=CC1)=O)(C)C 6-[(5-bromo-2-methyl-1,2,4-triazol-3-yl)amino]-4,4-dimethyl-2,3-dihydroisoquinolin-1-one